C(CCCCC)C1=CC=CO1 5-hexylfuran